1-(dicyclopropylmethyl)-3-methyl-1H-pyrazol-4-amine C1(CC1)C(N1N=C(C(=C1)N)C)C1CC1